BrC=1N(C=CN1)CCCCCCCCCCCCCCCC bromo-1-hexadecylimidazole